1-((trans)-4-((7-(2-(3-benzoylphenyl)propionyl)-7H-pyrrolo[2,3-d]pyrimidin-4-yl)(methyl)amino)cyclohexyl)-N-methylmethanesulfonamide C(C1=CC=CC=C1)(=O)C=1C=C(C=CC1)C(C(=O)N1C=CC2=C1N=CN=C2N([C@@H]2CC[C@H](CC2)CS(=O)(=O)NC)C)C